NCCCCCOCCOCCOCCCCCNC(OC(C)(C)C)=O Tert-Butyl (5-(2-(2-((5-aminopentyl)oxy)ethoxy)ethoxy)pentyl)carbamate